Tert-butyl (Z)-2-((3-benzyl-5-(3-((tert-butyldimethylsilyl)oxy)-2-fluorophenyl)pyrazin-2-yl)amino)-3-(furan-2-yl)acrylate C(C1=CC=CC=C1)C=1C(=NC=C(N1)C1=C(C(=CC=C1)O[Si](C)(C)C(C)(C)C)F)N\C(\C(=O)OC(C)(C)C)=C/C=1OC=CC1